(2R,3R)-3-hydroxy-2-(hydroxymethyl)piperidine-1-carboxylic acid tert-butyl ester C(C)(C)(C)OC(=O)N1[C@@H]([C@@H](CCC1)O)CO